ClC=1C(=C(C=CC1)C1=CC=C(C=C1)N1C(C(=CC1)C)=O)OC chloro-2-methoxy-4'-(3-methyl-2-oxo-2,5-dihydro-1H-pyrrol-1-yl)-[1,1'-biphenyl]